4-methoxy-3-(4-nitrophenoxy)benzaldehyde COC1=C(C=C(C=O)C=C1)OC1=CC=C(C=C1)[N+](=O)[O-]